C(CCCCC)(=O)OC(CCC=C(C)C)(C=C)C 1,5-dimethyl-1-vinyl-4-hexenyl hexanoate